ClC1=CC=C(OC2=CC=C(C=C2)NC(=O)NC)C=C1 1-[4-(4-chlorophenoxy)phenyl]-3-methylurea